C(C)OC(CC(=O)C)=O.[Ti].C[Si](OC1=CCCC1)(C)C 1-(trimethylsilyloxy)cyclopentene Titanium Ethyl-Acetoacetate